OC[C@@H]1CCC(=O)O1 (S)-γ-hydroxymethyl-γ-butyrolactone